N-methyl-1,6-diaminohexane CNCCCCCCN